(3R,6S,9aS)-3-(cyclohexylmethyl)-8-((R)-1-(4-hydroxybutyl)pyrrolidin-3-yl)-6-neopentyl-1-((E)-3-(quinoxalin-2-yl)acryloyl)tetrahydropyrazino[2,1-c][1,2,4]oxadiazine-4,7(3H,6H)-dione C1(CCCCC1)C[C@@H]1C(N2[C@@H](N(O1)C(\C=C\C1=NC3=CC=CC=C3N=C1)=O)CN(C([C@@H]2CC(C)(C)C)=O)[C@H]2CN(CC2)CCCCO)=O